trimethylsilyl phosphite (TRIMETHYL SILYL phosphite) C[Si](C)(C)P(O)(O)O.P(O[Si](C)(C)C)(O)O